tert-Butyl 2-(3-carbamoyl-5-(furan-2-yl)-1H-pyrazol-1-yl)acetate C(N)(=O)C1=NN(C(=C1)C=1OC=CC1)CC(=O)OC(C)(C)C